(5R)-4-[(2,4-dimethoxyphenyl)methyl]-6-ethoxy-5-methyl-3,5-dihydro-2H-pyrazine COC1=C(C=CC(=C1)OC)CN1CCN=C([C@H]1C)OCC